N2-benzyl-6-((4-benzylpiperazin-1-yl)methyl)-1,3,5-triazine-2,4-diamine C(C1=CC=CC=C1)NC1=NC(=NC(=N1)N)CN1CCN(CC1)CC1=CC=CC=C1